FC1=CC=C(C=C1)N1C(N(C=C(C1=O)C(=O)O)CC)=O 3-(4-fluorophenyl)-1-ethyl-2,4-dioxo-1,2,3,4-tetrahydropyrimidine-5-carboxylic acid